COC(=O)C=1N=NC(=CC1NC1=CC(=C(C=C1)C1CCOCC1)F)Cl.FC1=C(C2=C(C(=C(C(=C2C(=C1F)F)F)F)F)F)[B-](C1=C(C(=C(C2=C(C(=C(C(=C12)F)F)F)F)F)F)F)(C1=C(C(=C(C2=C(C(=C(C(=C12)F)F)F)F)F)F)F)C1=C(C(=C(C2=C(C(=C(C(=C12)F)F)F)F)F)F)F.C[NH+](C(C)(C)C)C dimethyl-(t-butyl)ammonium tetrakis(perfluoronaphthyl)borate Methyl-6-chloro-4-((3-fluoro-4-(tetrahydro-2H-pyran-4-yl)phenyl)amino)pyridazine-3-carboxylate